N-[6-(2-hydroxypropan-2-yl)-2-(oxetan-3-ylmethyl)-2H-indazol-5-yl]-6-(trifluoromethyl)pyridine-2-carboxamide OC(C)(C)C=1C(=CC2=CN(N=C2C1)CC1COC1)NC(=O)C1=NC(=CC=C1)C(F)(F)F